CC([C@@H](C(=O)N1[C@@H]([C@H]2C([C@H]2C1)(C)C)C(=O)O)NC(CC)=O)(C)C (1R,2S,5S)-3-((S)-3,3-dimethyl-2-propionamidobutanoyl)-6,6-dimethyl-3-azabicyclo[3.1.0]hexane-2-carboxylic acid